cis-7-(3-(2-(1H-Pyrrolo[2,3-b]pyridin-3-yl)thiazol-4-yl)phenyl)-6,7-dihydro-5H-cyclopenta[b]pyridine-5,7-diol N1C=C(C=2C1=NC=CC2)C=2SC=C(N2)C=2C=C(C=CC2)[C@@]2(C[C@H](C=1C2=NC=CC1)O)O